tert-butyl 4-(6-((2-(2,4-dimethoxybenzyl)-4-(oxazol-5-yl)-1-oxo-2,3-dihydro-1H-pyrrolo[3,4-c]pyridin-7-yl)amino)pyridin-3-yl)piperazine-1-carboxylate COC1=C(CN2CC=3C(=NC=C(C3C2=O)NC2=CC=C(C=N2)N2CCN(CC2)C(=O)OC(C)(C)C)C2=CN=CO2)C=CC(=C1)OC